(1R,3S)-3-(3-{[(6-meth-oxypyridin-3-yl)acetyl]-amino}-1H-pyrazol-5-yl)-cyclopentyl ethyl(meth-yl)carbamate C(C)N(C(O[C@H]1C[C@H](CC1)C1=CC(=NN1)NC(CC=1C=NC(=CC1)OC)=O)=O)C